[Si](C)(C)(C(C)(C)C)OC(CN(CCCCC(=O)O)CC(CCCCCCCCCC)O[Si](C)(C)C(C)(C)C)CCCCCCCCCC 5-(bis(2-((tert-butyldimethylsilyl)oxy)dodecyl)amino)pentanoic acid